N1(N=NN=C1)C(C)C=1C(=C(C(=C2C=NNC12)C=1C=CC=2N(C1)C=C(N2)NC(=O)C2C(C2)F)Cl)F N-(6-(7-(1-(1H-tetrazol-1-yl)ethyl)-5-chloro-6-fluoro-1H-indazol-4-yl)imidazo[1,2-a]pyridin-2-yl)-2-fluorocyclopropane-1-carboxamide